ClC=1C=C(C=C(C1)Cl)C(=CC(=O)C1=CC(=C(C(=O)NCC(NCC(F)(F)F)=O)C=C1)C)C(F)(F)F 4-(3-(3,5-dichlorophenyl)-4,4,4-trifluoro-but-2-enoyl)-2-methyl-N-(2-oxo-2-((2,2,2-trifluoroethyl)amino)ethyl)benzamide